N-(2-hexoxyethyl)methylamine C(CCCCC)OCCNC